3-(6-{4-[1-(oxetan-3-yl)piperidin-4-yl]phenyl}-2-oxo-1,2-dihydro-quinolin-3-yl)benzonitrile O1CC(C1)N1CCC(CC1)C1=CC=C(C=C1)C=1C=C2C=C(C(NC2=CC1)=O)C=1C=C(C#N)C=CC1